5-[2-(trifluoromethyl)pyrimidin-5-yl]-7H-pyrrolo[2,3-d]pyrimidin-4-amin FC(C1=NC=C(C=N1)C1=CNC=2N=CN=C(C21)N)(F)F